S1C(=NC=C1)C1=C(O)C=CC=C1O thiazolylresorcinol